CN1CC2(CCN(C2)C=2SC3=C(N=NC(=C3)C3=C(C=C(C=C3)C=3C=NNC3)O)N2)CC1 2-[6-(7-methyl-2,7-diazaspiro[4.4]non-2-yl)[1,3]thiazolo[4,5-c]pyridazin-3-yl]-5-(1H-pyrazol-4-yl)phenol